oxane-2,4,5-triol O1C(CC(C(C1)O)O)O